C1(=CC=CC=C1)CCS(=O)(=O)O 2-phenyl-1-ethanesulfonic acid